C1(=CC=C2C=CC3=CC=CC4=CC=C1C2=C34)CCCC(=O)NN 1-pyrenebutanoic acid, hydrazide